C(N)(=O)C=1C(=NC(=C(N1)CC)Cl)NC=1C=C(CCNC(OC(C)(C)C)=O)C=C(C1)OC tert-butyl (3-((3-carbamoyl-6-chloro-5-ethylpyrazin-2-yl)amino)-5-methoxyphenethyl)carbamate